C(CC)NC(=O)N1CCC1 N-propylazetidine-1-carboxamide